(cyclopenten-1-yl)-5-[4-[4-[[4-[2-[(3S)-2,6-dioxo-3-piperidyl]-1-oxo-isoindolin-5-yl]piperazin-1-yl]methyl]-1-piperidyl]phenyl]-8,9-dihydro-7H-benzo[7]annulene-2-carboxylic acid C1(=CCCC1)C1=C(C=CC2=C1CCCC=C2C2=CC=C(C=C2)N2CCC(CC2)CN2CCN(CC2)C=2C=C1CN(C(C1=CC2)=O)[C@@H]2C(NC(CC2)=O)=O)C(=O)O